FC1=C(C=CC=C1CS(=O)(=O)N1CCC(CC1)=O)NC(=O)C1CN(C1)C(=O)OC(C)(C)C tert-butyl 3-[[2-fluoro-3-[(4-oxo-1-piperidyl)sulfonylmethyl]phenyl]carbamoyl]azetidine-1-carboxylate